C(#C)C=1C=CC(=NC1)C(=O)NC1(CCN(CC1)C(=O)OC(C)(C)C)C tert-butyl 4-(5-ethynylpyridinamido)-4-methylpiperidine-1-carboxylate